FC1=NC=CC2=C1CC1CCC2N1C(=O)NC1=NON=C1C (±)-1-fluoro-N-(4-methyl-1,2,5-oxadiazol-3-yl)-6,7,8,9-tetrahydro-5H-5,8-epiminocyclohepta[c]pyridine-10-carboxamide